benzyl (1S,5R)-3-oxa-7,9-diazabicyclo[3.3.1]nonane-7-carboxylate [C@@H]12COC[C@@H](CN(C1)C(=O)OCC1=CC=CC=C1)N2